((((2R,3S,4R,5R)-5-(2-chloro-4-((cyclopropylmethyl)amino)-7H-pyrrolo[2,3-d]pyrimidin-7-yl)-3,4-dihydroxytetrahydrofuran-2-yl)methoxy)methyl)phosphonic acid ClC=1N=C(C2=C(N1)N(C=C2)[C@H]2[C@@H]([C@@H]([C@H](O2)COCP(O)(O)=O)O)O)NCC2CC2